[As]([O-])([O-])([O-])=O.S(=O)(=O)(O)[O-].[Ca+2].[Al+3] aluminum calcium hydrogen sulfate arsenate